C1(=CC=CC=C1)N=NC1=CC=C(C=C1)N=NC1=C(C=CC2=CC=CC=C12)O [4-(phenylazo)phenyl]azo-2-naphthalenol